Cl.FC1=CC=C(C=C1)C(=O)C1CCNCC1 (4-fluorophenyl)-(4-piperidyl)methanone hydrochloride salt